BrC1=NC=CC(=C1)C=1C(=C2C(=NC(=NC2=CC1)NN)NCC(F)F)F (2-bromopyridin-4-yl)-N-(2,2-difluoroethyl)-5-fluoro-2-hydrazineylquinazolin-4-amine